(6-((R)-1-(4-fluorophenyl)ethyl)-5-((2-(pyrrolidin-1-yl)ethyl)amino)pyrazin-2-yl)((R)-3-methoxypyrrolidin-1-yl)methanone FC1=CC=C(C=C1)[C@@H](C)C1=C(N=CC(=N1)C(=O)N1C[C@@H](CC1)OC)NCCN1CCCC1